5-chloro-2,4-difluoro-N-(methyl-d3)aniline hydrochloride Cl.ClC=1C(=CC(=C(NC([2H])([2H])[2H])C1)F)F